(+/-)-cis-N-(8-Chloro-6-(4-cyanopyridin-3-yl)cinnolin-3-yl)-2-fluorocyclopropanecarboxamide ClC=1C=C(C=C2C=C(N=NC12)NC(=O)[C@H]1[C@H](C1)F)C=1C=NC=CC1C#N |r|